5-(5-bromo-4-methylpyrimidin-2-yl)-3-methylisoxazole-4-carboxylic acid ethyl ester C(C)OC(=O)C=1C(=NOC1C1=NC=C(C(=N1)C)Br)C